3-ethylsulfanyl-pyridine-2-carbonitrile C(C)SC=1C(=NC=CC1)C#N